(S)-N-(1-(5-(3,5-dimethylphenyl)-1,3,4-thiadiazol-2-yl)ethyl)-3-hydroxy-4-methoxypicolinamide CC=1C=C(C=C(C1)C)C1=NN=C(S1)[C@H](C)NC(C1=NC=CC(=C1O)OC)=O